2-({[tert-butyl-(dimethyl)silyl]oxy}methyl)pyrrolidine-1-carboxylic acid tert-butyl ester C(C)(C)(C)OC(=O)N1C(CCC1)CO[Si](C)(C)C(C)(C)C